CN(C1=NC=CC=C1C(C)N[S@](=O)C(C)(C)C)C (R)-N-(1-(2-(dimethylamino)pyridin-3-yl)ethyl)-2-methylpropane-2-sulfinamide